C(C)(C)(C)OC(=O)N1[C@H](CC(=CC1)C1=CC(=C(C=C1)[N+](=O)[O-])O)C (2S)-4-(3-hydroxy-4-nitrophenyl)-2-methyl-3,6-dihydro-2H-pyridine-1-carboxylic acid tert-butyl ester